C(=CC1=CC=CC=C1)C=CC#N styreneacrylnitril